C1(=CC=CC=C1)C1=NC(=CC(=N1)C=1C=C(C=C(C1)N1C2=CC=CC=C2C=2C=C(C=CC12)C1=C(C=CC=C1)C1=CC=CC=C1)N1C2=CC=CC=C2C=2C=C(C=CC12)C1=C(C=CC=C1)C1=CC=CC=C1)C1=CC=CC=C1 9,9'-(5-(2,6-diphenylpyrimidin-4-yl)-1,3-phenylene)bis(3-([1,1'-biphenyl]-2-yl)-9H-carbazole)